C(C)(C)(C)OC(=O)N1[C@H]2CN([C@@H](C1)C2)C2=C(C(=CC=C2)F)NC(=O)N2CCC(CC2)C2=CC=C(C=C2)C (1R,4R)-5-(3-fluoro-2-{[4-(4-methylphenyl)piperidine-1-carbonyl]amino}phenyl)-2,5-diazabicyclo[2.2.1]heptane-2-carboxylic acid tert-butyl ester